FC=1C(=NC=CC1C=1NC2=CC=C(C=C2C1C(C)C)C1CCN(CC1)CC1=NN(C=N1)C)C 2-(3-fluoro-2-methylpyridin-4-yl)-3-isopropyl-5-(1-((1-methyl-1H-1,2,4-triazol-3-yl)methyl)piperidin-4-yl)-1H-indole